3-((4-((5-Cyclopropyl-3-(3,5-dichloropyridin-4-yl)isoxazol-4-yl)methoxy)bicyclo[2.2.2]octan-1-yl)methoxy)-1-ethyl-1H-pyrazol C1(CC1)C1=C(C(=NO1)C1=C(C=NC=C1Cl)Cl)COC12CCC(CC1)(CC2)COC2=NN(C=C2)CC